C(#N)[C@@H](C[C@H]1C(NCCC1)=O)NC(=O)[C@@H]1N([C@@H]2CC([C@H]1CC2)(F)F)C([C@@H](C)NC2=C(C=CC(=C2)F)F)=O (1S,3R,4S)-N-[(1R)-1-cyano-2-[(3S)-2-oxo-3-piperidyl]ethyl]-2-[(2R)-2-(2,5-difluoroanilino)propanoyl]-5,5-difluoro-2-azabicyclo[2.2.2]octane-3-carboxamide